2,2-diethyl-6-(3-(2-methylpyridin-3-yl)-1,2,4-oxadiazol-5-yl)chroman-4-one C(C)C1(OC2=CC=C(C=C2C(C1)=O)C1=NC(=NO1)C=1C(=NC=CC1)C)CC